6-[(2R,5S)-5-methyl-2-piperidyl]-2-[rel-(3R)-1-methyl-3-piperidyl]indazole C[C@H]1CC[C@@H](NC1)C=1C=CC2=CN(N=C2C1)[C@H]1CN(CCC1)C |o1:16|